BrC=1C=C(C(=NC1)N1C=NC(=C1)C(C)=O)F 1-(1-(5-bromo-3-fluoropyridin-2-yl)-1H-imidazol-4-yl)ethan-1-one